[Si](C)(C)(C(C)(C)C)OC1CC(C1)C=1C(=NC=CC1)OC(F)(F)F ((1s,3s)-3-((tert-butyldimethylsilyl)oxy)cyclobutyl)-2-(trifluoromethoxy)pyridine